3-(2-aminoquinazolin-6-yl)-N-(3-fluoro-4-((4-methylpiperazin-1-yl)methyl)phenyl)-4-methylbenzamide NC1=NC2=CC=C(C=C2C=N1)C=1C=C(C(=O)NC2=CC(=C(C=C2)CN2CCN(CC2)C)F)C=CC1C